N1C=NC(=C1)C(=O)OCC Ethyl 1H-imidazole-4-carboxylate